ClC=1N=C2C(=NC1NS(=O)(=O)C1=CC=C(C=C1)C(F)F)N(C(=N2)C2=NC(=CC=C2)OCC)C2=C(C=CC=C2OC)OC N-(5-Chloro-1-(2,6-dimethoxyphenyl)-2-(6-ethoxypyridin-2-yl)-1H-imidazo[4,5-b]pyrazin-6-yl)-4-(difluoromethyl)benzenesulfonamide